decanophenone C(CCCCCCCCC)(=O)C1=CC=CC=C1